2-(3-(1-(2-fluoro-5-((6-fluoro-4-((methylsulfonyl)methyl)-1H-indol-5-yl)oxy)phenyl)-1H-pyrazol-3-yl)-3-methyl-2,3-dihydrobenzofuran-7-yl)acetate FC1=C(C=C(C=C1)OC=1C(=C2C=CNC2=CC1F)CS(=O)(=O)C)N1N=C(C=C1)C1(COC2=C1C=CC=C2CC(=O)[O-])C